10-Butoxy-4,7-bis-dimethylamino-3,12,12a-trihydroxy-1,11-dioxo-1,4,4a,5,5a,6,11,12a-octahydro-naphthacene-2-carboxylic acid amide C(CCC)OC=1C=CC(=C2CC3CC4C(C(=C(C(C4(C(=C3C(C12)=O)O)O)=O)C(=O)N)O)N(C)C)N(C)C